S1C(=NN=C1)C1=NC(=CN=C1)N1CC(CCC1)COC=1C(=NC=CC1)OC(F)(F)F 2-(1,3,4-thiadiazol-2-yl)-6-[3-({[2-(trifluoromethoxy)pyridin-3-yl]oxy}methyl)piperidin-1-yl]pyrazine